FC(C1=CC=C(C=C1)C1(NC2=CC=CC=C2C1=O)CC1=NC2=CC=CC=C2C=C1)(F)F 2-(4-trifluoromethylphenyl)-2-(2-quinolinylmethyl)indolin-3-one